ClC=1C=C(C=CC1)N1C(N([C@](C1)(C#N)C)C1=CN=CC2=CC=CC=C12)=O (R)-1-(3-chlorophenyl)-3-(isoquinolin-4-yl)-4-methyl-2-oxoimidazolidine-4-carbonitrile